NCOC(CC[C@@H](C(=O)O)NC(=O)C1=CC=C(NCC2CNC=3N=C(N)NC(=O)C3N2)C=C1)=O.C[Si](N(C(C)=O)C1=CC=CC=C1)(N(C(C)=O)C1=CC=CC=C1)C=C methyl-vinyl-bis(N-phenyl-acetamido)silane aminomethyl-tetrahydrofolate